FC(C)([N+](CC)(CC)CS(=O)(=O)O)F difluorosulfomethyl-triethylammonium